FC=1C(=C(C=CC1F)C(=O)N1CC(C1)(O)CNCC(C)C)NC1=C(C=C(C=C1)I)F 1-({3,4-difluoro-2-[(2-fluoro-4-iodophenyl)amino]Phenyl}carbonyl)-3-{[(2-methylpropyl)amino]Methyl}azetidin-3-ol